CN1CCN(CC(C1)(N(C)CC1=NC=CC=C1)C)C 1,4,6-trimethyl-6-{N-(pyridin-2-ylmethyl)-N-methylamino}-1,4-diazacycloheptane